2,6-dihydroxy-5'-methyl-4-pentyl-2'-(prop-1-en-2-yl)-1',2',3',4'-tetrahydro-[1,1'-biphenyl]-3-carboxamide OC1=C(C(=CC(=C1C(=O)N)CCCCC)O)C1C(CCC(=C1)C)C(=C)C